C1(=CC=CC2=CC=CC=C12)N\N=C\1/C(C=CC=2C=CC=CC12)=O (8Z)-8-(Naphthalen-1-ylhydrazinyliden)-7-oxonaphthalen